pyridin-2-ylmethanamine dihydrochloride Cl.Cl.N1=C(C=CC=C1)CN